CNC(NCCC[C@H](N)C(=O)O)=N N''-methyl-L-arginine